O=C1NC(CCC1C=1C=C(C=NC1)N1CCN(CC1)CC1CCN(CC1)C(=O)OCCCC)=O butyl 4-((4-(5-(2,6-dioxopiperidin-3-yl)pyridin-3-yl)piperazin-1-yl)methyl)piperidine-1-carboxylate